[6-[3-(dimethylamino)phenyl]-2-methoxy-3-pyridinyl]-5-methyl-3-phenyl-isoxazole-4-carboxamide CN(C=1C=C(C=CC1)C1=CC=C(C(=N1)OC)NC(=O)C=1C(=NOC1C)C1=CC=CC=C1)C